CN(C=O)C N,N-dimethylCarboxamide